[3-(4-fluorophenyl)azetidine-1-carbonyl]-6-methyl-N-(1-methylcyclopropyl)furo[2,3-d]pyrimidin-4-amine FC1=CC=C(C=C1)C1CN(C1)C(=O)C=1N=C(C2=C(N1)OC(=C2)C)NC2(CC2)C